C1(CCCCC1)N(C1=CC(N(C=2C=CC(=NC12)C#N)C)=O)C 8-(cyclohexyl-(methyl)amino)-5-methyl-6-oxo-5,6-dihydro-1,5-naphthyridine-2-carbonitrile